C(#N)C1=CC=C(CN2NC(=CN(C2)CC2=CC=C(C=C2)C#N)C2OCCC2)C=C1 2,N4-bis(4-cyanobenzyl)-6-(2-tetrahydrofuranyl)-1,2,4-triazine